C(C1=CC=CC=C1)OC1=C(C(=O)O)C(=CC(=C1C)OS(=O)(=O)C1=CC=C(C)C=C1)OS(=O)(=O)C1=CC=C(C)C=C1 2-(Benzyloxy)-3-methyl-4,6-bis(tosyloxy)benzoic acid